(S)-α-methyl-benzyl-amine C[C@@H](C1=CC=CC=C1)N